(E)-N-(3-(N-(4-bromophenyl)sulfamoyl)phenyl)-3-(3-chlorophenyl)acrylamide BrC1=CC=C(C=C1)NS(=O)(=O)C=1C=C(C=CC1)NC(\C=C\C1=CC(=CC=C1)Cl)=O